ClC=1C=NC(=C(C(=O)NC2CCC(CC2)CN2C(N(C3=C2C=CC=C3)C=3C=NC(=CC3)OCCO)=O)C1)C(F)F 5-chloro-2-(difluoromethyl)-N-((1r,4r)-4-((3-(6-(2-hydroxy-ethoxy)pyridin-3-yl)-2-oxo-2,3-dihydro-1H-benzo[d]imidazol-1-yl)methyl)cyclohexyl)nicotinamide